1-(3-bromophenyl)-4-cyclopropylbutane-1,3-dione BrC=1C=C(C=CC1)C(CC(CC1CC1)=O)=O